2-n-octyl-1-dodecanol C(CCCCCCC)C(CO)CCCCCCCCCC